(R)-2-naphthalene-sulfinic acid isopropyl ester C(C)(C)O[S@@](=O)C1=CC2=CC=CC=C2C=C1